Tri-n-octyl citrate C(CC(O)(C(=O)OCCCCCCCC)CC(=O)OCCCCCCCC)(=O)OCCCCCCCC